trimethyl-ammonium chloride methyl-(1S,3R)-1-(4-fluorophenyl)-2-propioloyl-2,3,4,9-tetrahydro-1H-pyrido[3,4-b]indole-3-carboxylate COC(=O)[C@H]1CC2=C(NC3=CC=CC=C23)[C@@H](N1C(C#C)=O)C1=CC=C(C=C1)F.[Cl-].C[NH+](C)C